C(=O)(C=C)C=1NC=CC1 acryl-pyrrole